CC1OC2(CC1)C(=CCCC2(C)C)C 2,6,10,10-tetramethyl-1-oxaspiro[4.5]dec-6-ene